C1(=CC=CC=C1)S(=O)(=O)N1C=C(C=2C1=NC(=CC2)C=2C(=NOC2C)C)C2=NC(=NC=C2C(F)(F)F)N[C@@H]2[C@@H](CCC2)N2CC(C2)O 1-[(1R,2S)-2-[[4-[1-(benzenesulfonyl)-6-(3,5-dimethylisoxazol-4-yl)pyrrolo[2,3-b]pyridin-3-yl]-5-(trifluoromethyl)pyrimidin-2-yl]amino]cyclopentyl]azetidin-3-ol